[Br-].C(C)N1CN(C=C1)C 1-Ethyl-3-Methylimidazol bromid